C(C)(=O)N1CCN(CC1)C1=CC(=C(C=C1)NC=1N=CC=2N(C(C3=C(N(C2N1)C)SC(=N3)C)=O)C)OC 6-((4-(4-acetylpiperazin-1-yl)-2-methoxyphenyl)amino)-2,4,9-trimethyl-4,9-dihydro-10H-pyrimido[5,4-b]thiazolo[5,4-e][1,4]diazepin-10-one